N1C(=NC2=C1C=CC=C2)N=C(N)N 2-(1H-benzo[d]imidazol-2-yl)guanidine